2-[rac-(3R,4S)-3-methyltetrahydropyran-4-yl]oxyethyl 4-methylbenzenesulfonate CC1=CC=C(C=C1)S(=O)(=O)OCCO[C@@H]1[C@@H](COCC1)C |r|